COCCN(C=1N=C(C2=C(N1)C(=NC(=N2)N(CCOC)CCOC)N2CC=1N(CC2)N=C(N1)C)N1CC(N(CC1)C)=O)CCOC 4-(2,6-bis(bis(2-methoxyethyl)amino)-8-(2-methyl-5,6-dihydro-[1,2,4]triazolo[1,5-a]pyrazin-7(8H)-yl)pyrimido[5,4-d]pyrimidin-4-yl)-1-methylpiperazin-2-one